C1(CCC1)OC1=CC=C2C(NN=C(C2=C1)CC=1C=CC(=C(C(=O)N2CC(C2)N(C(=O)C2CC2)C)C1)F)=O N-(1-(5-((7-cyclobutoxy-4-oxo-3,4-dihydrophthalazin-1-yl)methyl)-2-fluorobenzoyl)azetidin-3-yl)-N-methylcyclopropanecarboxamide